COC1=CC=C(C=N1)N1C(N=CC=C1)N1C(=NC2=C1C=CC=C2)C N-(6-methoxypyridin-3-yl)-2-(2-methyl-1H-benzimidazol-1-yl)pyrimidine